2-(N-azetidinylcarbamoyl)-5-chloropyridin-3-yl 3-azido-3-deoxy-2-O-methyl-1-thio-alpha-D-galactopyranoside N(=[N+]=[N-])[C@@H]1[C@H]([C@@H](SC=2C(=NC=C(C2)Cl)C(NN2CCC2)=O)O[C@@H]([C@@H]1O)CO)OC